(trans)-tert-Butyl 4-(((tert-butyldimethylsilyl)oxy)methyl)-2-(hydroxymethyl)piperidine-1-carboxylate [Si](C)(C)(C(C)(C)C)OC[C@H]1C[C@@H](N(CC1)C(=O)OC(C)(C)C)CO